6-(1-(4-(tert-Butyl)benzyl)-4-chloro-1H-indol-7-carboxamido)spiro[3.3]heptan C(C)(C)(C)C1=CC=C(CN2C=CC3=C(C=CC(=C23)C(=O)NC2CC3(CCC3)C2)Cl)C=C1